3-((4-(4,4,5,5-tetramethyl-1,3,2-dioxaborolan-2-yl)-1H-pyrazol-1-yl)methyl)pyridine magnesium hydroxide [OH-].[Mg+2].CC1(OB(OC1(C)C)C=1C=NN(C1)CC=1C=NC=CC1)C.[OH-]